C(C)(C)(C)C1=CC=2NC3=CC=C(C=C3OC2C=C1)C(F)(F)F 2-(tert-butyl)-7-(trifluoromethyl)-10H-phenoxazine